FC1=C(C=CC=C1)C=1N=NN(C1)CC(=O)N[C@@H](C(C(=O)NCC=1SC=CN1)=O)CC1=CC=CC=C1 (R)-3-(2-(4-(2-fluorophenyl)-1H-1,2,3-triazol-1-yl)acetamido)-2-oxo-4-phenyl-N-(thiazole-2-ylmethyl)butyramide